2-methyl-3-(benzyl)benzothiazole iodide salt [I-].CC1SC2=C(N1CC1=CC=CC=C1)C=CC=C2